6-chloro-1-methoxy-4-vinyl-2,7-naphthyridine ClC=1C=C2C(=CN=C(C2=CN1)OC)C=C